9,9-bis(4-hydroxy-3-sec-butylphenyl)fluorene tert-butyl-4-((((5-amino-7-methoxy-[1,2,4]triazolo[1,5-c]quinazolin-2-yl)methyl)amino)methyl)piperidine-1-carboxylate C(C)(C)(C)OC(=O)N1CCC(CC1)CNCC1=NN2C(=NC=3C(=CC=CC3C2=N1)OC)N.OC1=C(C=C(C=C1)C1(C2=CC=CC=C2C=2C=CC=CC12)C1=CC(=C(C=C1)O)C(C)CC)C(C)CC